C(C1=CC=CC=C1)OC=1C=CC=C2C(=CNC12)C(=O)N1CCN(CC1)C1=NC2=CC=CC=C2C(N1)=O 2-[4-(7-Benzyloxy-1H-indole-3-carbonyl)piperazin-1-yl]-3H-quinazolin-4-one